NCCS(=O)(=O)OCCCCCCCCCCCCC.[Na] sodium laurylmethyl taurate